C(C)(C)(C)N1N=CC(=C1)C(=O)O 1-(Tert-butyl)-1H-pyrazole-4-carboxylic acid